C(CCCCCCCCC)OCC(OP(=O)(O)OCC[N+](C)(C)C)COCCCCCCCCCC 1,3-didecyl-glycero-2-phosphorylcholine